ClC=1C(=NN2C1CN(CCC2)C(=O)OC(C)(C)C)CC#N tert-butyl 3-chloro-2-(cyanomethyl)-4,6,7,8-tetrahydropyrazolo[1,5-a][1,4]diazepine-5-carboxylate